O1C(=NC=C1)C1=CC=C(CN2C=NC=CC2=O)C=C1 3-(4-(oxazol-2-yl)benzyl)pyrimidin-4(3H)-one